cyclohexyl-3-aminopropanesulfonic acid C1(CCCCC1)C(CCN)S(=O)(=O)O